(1R,3S)-3-(1-(tert-butyl)-5-((2-methylpyridin-3-yl)amino)-1H-pyrazol-3-yl)cyclopentanol C(C)(C)(C)N1N=C(C=C1NC=1C(=NC=CC1)C)[C@@H]1C[C@@H](CC1)O